O1C=NC2=C1C=CC(=C2)OC2=C(C=C(C=C2)NC=2C1=C(N=CN2)C=CC(=N1)C=CCN(C(C=C)=O)C)C N-(3-(4-((4-(benzo[d]oxazol-5-yloxy)-3-methylphenyl)amino)pyrido[3,2-d]pyrimidin-6-yl)allyl)-N-methylacrylamide